4-(4-(3-(8-fluoro-1-oxo-1,2-dihydroisoquinolin-3-yl)propionyl)piperazin-1-yl)benzeneNitrile FC=1C=CC=C2C=C(NC(C12)=O)CCC(=O)N1CCN(CC1)C1=CC=C(C=C1)C#N